CC1[C@@H]2[C@H](CC(=C3[C@@H]([C@H]2OC1=O)C(=CC3=O)COC(=O)C(=O)O)C)O The molecule is a sesquiterpene lactone obtained by formal condensation of one of the carboxy groups of oxalic acid with the 15-hydroxy group of 11beta,13-dihydrolactucin. Found in chicory. It has a role as a plant metabolite. It is an azulenofuran, a cyclic terpene ketone, an enone, a secondary alcohol, a sesquiterpene lactone and an oxo monocarboxylic acid. It derives from a lactucin and an oxalic acid.